4-(benzyloxy)tetrahydrofuran-2-carboxylic acid C(C1=CC=CC=C1)OC1CC(OC1)C(=O)O